2,3-dihydroxybutyric acid OC(C(=O)O)C(C)O